C(C)(=O)O[C@@H]1[C@H](O[C@@H]([C@H]([C@@H]1OC(C)=O)OC(C)=O)COC(C)=O)OCCN(C(CN(CC(NCCCCCNC(OCC1=CC=CC=C1)=O)=O)CC(=O)O)=O)CCO[C@@H]1[C@@H](OC(C)=O)[C@@H](OC(C)=O)[C@H](OC(C)=O)[C@H](O1)COC(C)=O 13-[2-(bis{2-[(2,3,4,6-tetra-O-acetyl-α-D-mannopyranosyl)oxy]ethyl}amino)-2-oxoethyl]-3,11-dioxo-1-phenyl-2-oxa-4,10,13-triazapentadecan-15-oic acid